3-(4-fluorophenyl)-N-[4-methyl-3-[[3-(9-tetrahydropyran-2-ylpurin-6-yl)-2-pyridyl]-amino]phenyl]-1H-pyrrole-2-carboxamide FC1=CC=C(C=C1)C1=C(NC=C1)C(=O)NC1=CC(=C(C=C1)C)NC1=NC=CC=C1C1=C2N=CN(C2=NC=N1)C1OCCCC1